ClC1=CC2=C(O[C@@H](CN(S2(=O)=O)CC=2C=C(C=C3CCCC23)[C@H](CC(=O)O)C2=C(C3=C(N(N=N3)C)C=C2)C)CC)C=C1F (3S)-3-(7-{[(4R)-8-chloro-4-ethyl-7-fluoro-1,1-dioxo-3,4-dihydro-2H-5,1,2-benzoxathiazepin-2-yl]methyl}-2,3-dihydro-1H-inden-5-yl)-3-(1,4-dimethyl-1H-benzotriazol-5-yl)propanoic acid